2,2-difluoro-5-(methoxymethoxy)-4-{2-[3-(trifluoromethyl)-1H-pyrazol-1-yl]ethyl}-2H-benzo[b][1,4]Oxazin-3(4H)-one FC1(C(N(C2=C(O1)C=CC=C2OCOC)CCN2N=C(C=C2)C(F)(F)F)=O)F